3-dimethylamino-2-(cholest-5-en-3beta-oxybutyn-4-oxy)-1-(cis,cis-9,12-octadecadienyloxy)propane CN(CC(COCCCCCCCC\C=C/C\C=C/CCCCC)OC(CC#C)O[C@@H]1CC2=CC[C@H]3[C@@H]4CC[C@H]([C@@H](CCCC(C)C)C)[C@]4(CC[C@@H]3[C@]2(CC1)C)C)C